1-[4-(difluoromethoxy)phenyl]-3-methyl-5-oxo-4H-pyrazole-4-carboxamide FC(OC1=CC=C(C=C1)N1N=C(C(C1=O)C(=O)N)C)F